ClC1=C(C(=CC(=C1)C#N)Cl)C=1C=CC(=C2C=CC=NC12)C[C@@H](C(=O)O)NC(C1=C(C=CC=C1Cl)Cl)=O (S)-3-(8-(2,6-dichloro-4-cyanophenyl)quinolin-5-yl)-2-(2,6-dichlorobenzoylamino)propionic acid